FC1=C(C=C(C=C1)NC1=NC=CC(=N1)C=1C=C2C(NC(C2=CC1)=O)(C)C)CS(=O)(=O)C 5-(2-((4-fluoro-3-((methylsulfonyl)methyl)phenyl)amino)pyrimidin-4-yl)-3,3-dimethylisoindoline-1-one